CN(C(CN1C2=CC=CC=C2SC=2C=CC=CC12)C)C dimethyl-[1-(10H-phenothiazin-10-yl)propan-2-yl]amine